NC=1C2=C(N=C(N1)C=1N=C(C=3N(C1)C=CN3)CC3=CC(=CC=C3)F)NC(C2(C)C2=CC(=C(C=C2)Cl)O)=O 4-Amino-5-(4-chloro-3-hydroxyphenyl)-2-{8-[(3-fluorophenyl)methyl]imidazo[1,2-a]pyrazin-6-yl}-5-methyl-5,7-dihydro-6H-pyrrolo[2,3-d]pyrimidin-6-one